1-[3-hydroxy-2-(5H-imidazo[1,5-b]isoindol-5-yl)-7-azaspiro[3.5]nonan-7-yl]-3-(1-methylpyrazol-4-yl)propan-1-one OC1C(CC12CCN(CC2)C(CCC=2C=NN(C2)C)=O)C2N1C(C=3C=CC=CC23)=CN=C1